NC(CCCCC(=O)SCCNC(CCNC([C@@H](C(COP(OP(OC[C@@H]1[C@H]([C@H]([C@@H](O1)N1C=NC=2C(N)=NC=NC12)O)OP(=O)(O)O)(=O)O)(=O)O)(C)C)O)=O)=O)C(=O)O 6-aminopimeloyl-CoA